N-((S)-chroman-4-yl)-2-((S)-piperidin-3-yl)benzo[d]thiazole-6-carboxamide O1CC[C@@H](C2=CC=CC=C12)NC(=O)C1=CC2=C(N=C(S2)[C@@H]2CNCCC2)C=C1